6-(4-((2-(3-Cyanopiperidin-1-yl)-5-oxo-5,6-dihydropyrimido[4,5-d]pyridazin-4-yl)amino)phenyl)-6-azaspiro[2.5]octan C(#N)C1CN(CCC1)C=1N=C(C2=C(C=NNC2=O)N1)NC1=CC=C(C=C1)N1CCC2(CC2)CC1